CN(S(=O)(=O)NC(=O)C=1N=C(OC1)N(C(OC(C)(C)C)=O)C1=C(C=CC(=C1)C(F)(F)F)C)C tert-butyl (4-((N,N-dimethylsulfamoyl)carbamoyl)oxazol-2-yl)(2-methyl-5-(trifluoromethyl)phenyl)carbamate